ClC(C(=O)O)CCC(=O)O 2-chloroglutaric acid